3-[6-[3,3-Difluoro-1-(4-piperidylmethyl)-4-piperidyl]-1-methyl-indazol-3-yl]piperidine-2,6-dione FC1(CN(CCC1C1=CC=C2C(=NN(C2=C1)C)C1C(NC(CC1)=O)=O)CC1CCNCC1)F